4-methyl-N-phenylpiperazine-1-carboxamide CN1CCN(CC1)C(=O)NC1=CC=CC=C1